4-(2-(4-fluorobenzyl)-2H-tetrazol-5-yl)-N-methylbenzenesulfonamide FC1=CC=C(CN2N=C(N=N2)C2=CC=C(C=C2)S(=O)(=O)NC)C=C1